C(C)(=O)O[C@@H](CC1=CC(=C(C=C1)OC)OC)C (R)-1-(3,4-dimethoxyphenyl)propan-2-yl acetate